NCC(C=1SC(=CN1)CO)N1C(=C(C=C1C1=NC=C(C=C1)Cl)C)C(=O)N (2-amino-1-(5-(hydroxymethyl)thiazol-2-yl)ethyl)-5-(5-chloropyridin-2-yl)-3-methyl-1H-pyrrole-2-carboxamide